C12(CC3(CC(CC(C1)C3)C2)C(=O)O)C(=O)O 1,3-Adamantanedicarboxylic acid